(2-oxabicyclo[2.1.1]hexane-1-yl)methyl acetate C(C)(=O)OCC12OCC(C1)C2